dibromohexabenzocoronene C1=CC=C2C(=C1)C3=C4C=CC(=C(C4=C5C6=CC=CC=C6C7=C8C5=C3C9=C2C1=CC=CC=C1C1=C9C8=C(C2=CC=CC=C21)C1=CC=CC=C17)Br)Br